ClC=1C(=C(C=CC1)[C@H]1[C@@H](O[C@]([C@H]1C)(C(F)(F)F)C)C1=CC(C(=C(N1)C)[S@@](=O)(=N)C)=O)OC |o1:7,8,10,11,25| rel-6-((2R*,3S*,4S*,5R*)-3-(3-chloro-2-methoxyphenyl)-4,5-dimethyl-5-(trifluoromethyl)tetrahydrofuran-2-yl)-2-methyl-3-((R)-S-methylsulfonimidoyl)pyridin-4(1H)-one